NC1=C(C=C(C=C1)C1=NC=CC=C1)NC(C1=CC=C(C=C1)S(=O)(=N)C1CC1)=O N-[2-amino-5-(2-pyridyl)phenyl]-4-(cyclopropylsulfonimidoyl)benzamide